2H-pyrazolo[4,3-b]pyridine-6-carboxamide N=1NC=C2N=CC(=CC21)C(=O)N